C(C1=CC=CC=C1)OCC=1C=C(C=CC1)NC(=O)C=1C=C(C=CC1)C=1C=NC(=C(C(=O)O)C1)C 5-(3-((3-((benzyloxy)methyl)phenyl)carbamoyl)phenyl)-2-methylnicotinic acid